[N+](=O)([O-])C1=NC=CC=C1NC1CN(CCC1)C(=O)OC(C)(C)C tert-Butyl 3-[(2-nitropyridin-3-yl)amino]piperidine-1-carboxylate